1-[3-[1,3-benzodioxol-5-yl(methyl)carbamoyl]phenyl]-4-chloro-5-methyl-pyrazole O1COC2=C1C=CC(=C2)N(C(=O)C=2C=C(C=CC2)N2N=CC(=C2C)Cl)C